O([Si](C1=CC=CC=C1)(C1=CC=CC=C1)C(C)(C)C)C[C@@H]1N(C[C@H]([C@H]1O)O)C(=O)OC(C)(C)C Tert-butyl (2S,3S,4R)-2-((tert-butyldiphenylsiloxy) methyl)-3,4-dihydroxypyrrolidine-1-carboxylate